3-fluoro-4-(3-(4-hydroxybutyl)-4,4-dimethyl-5-oxo-2-thioxoimidazolidin-1-yl)-2-(methylthio)benzonitrile FC=1C(=C(C#N)C=CC1N1C(N(C(C1=O)(C)C)CCCCO)=S)SC